dichloro-bis{[4-(N,N-dimethyl-amino)phenyl]di-t-butylphosphino}palladium (II) Cl[Pd-2](P(C(C)(C)C)C(CC1=CC=C(C=C1)N(C)C)(C)C)(P(C(CC1=CC=C(C=C1)N(C)C)(C)C)C(C)(C)C)Cl